3-((4-bromo-6-chloro-2,7-naphthyridin-1-yl)oxy)cyclobutane-1-carboxylic acid BrC1=CN=C(C2=CN=C(C=C12)Cl)OC1CC(C1)C(=O)O